(Z)-5-octadecenyl acetate C(C)(=O)OCCCC\C=C/CCCCCCCCCCCC